ClC1=CC2=C(S1)C1(CC(NC(C1)C)C=1C=NN(C1)CC(=O)N(C)C)OCC2 2-[4-[(2S,6S)-2-chloro-6'-methyl-spiro[4,5-dihydrothieno[2,3-c]pyran-7,4'-piperidin]-2'-yl]pyrazol-1-yl]-N,N-dimethyl-acetamide